(S)-N-(4-methyl-3-(2-((3-methyloxetan-3-yl)amino)-6-morpholinopyridin-4-yl)phenyl)-3-(2,2,2-trifluoroethyl)pyrrolidine-1-carboxamide CC1=C(C=C(C=C1)NC(=O)N1C[C@@H](CC1)CC(F)(F)F)C1=CC(=NC(=C1)N1CCOCC1)NC1(COC1)C